ethyl (S)-3-(3-(4-hydroxy-1-methyl-2-oxo-1,2-dihydropyridin-3-yl)ureido)-3-(3-(2-methoxybenzyl) phenyl)propanoate OC1=C(C(N(C=C1)C)=O)NC(N[C@@H](CC(=O)OCC)C1=CC(=CC=C1)CC1=C(C=CC=C1)OC)=O